(5-(hydroxymethyl)furyl)-6,7,8-trimethoxyquinazolin-4(3H)-one OCC1=CC=C(O1)C1=NC2=C(C(=C(C=C2C(N1)=O)OC)OC)OC